C(C)C(C(=O)OCCCCCCC(C)C)CCCC isononyl Ethylhexanoate